(R)-6-(3-cyanopyrrolo[1,2-b]pyridazin-7-yl)-N-(2-fluoro-3-hydroxy-3-methylbutyl)-4-((4-(oxazol-5-yl)bicyclo[2.2.2]octan-1-yl)amino)nicotinamide C(#N)C1=CC=2N(N=C1)C(=CC2)C2=NC=C(C(=O)NC[C@H](C(C)(C)O)F)C(=C2)NC21CCC(CC2)(CC1)C1=CN=CO1